(3S,4R)-4-aminooxan-3-ol hydrogen chloride Cl.N[C@H]1[C@@H](COCC1)O